C(C)[C@H]1N(C[C@@H](N(C1)C=1C=2C(N(C(C1)=O)C)=CN(N2)CC#N)C)C(CC)C2=NC=1N(C=C2)N=C(C1)C 2-(7-((2S,5R)-5-ethyl-2-methyl-4-(1-(2-methylpyrazolo[1,5-a]pyrimidin-5-yl)propyl)piperazin-1-yl)-4-methyl-5-oxo-4,5-dihydro-2H-pyrazolo[4,3-b]pyridin-2-yl)acetonitrile